C(#C)C1=CC=C(C=N1)C1=C(C2=C(N=CN=C2N)N1C)C1=CC=C(C=C1)OC1=NC=CC(=N1)C 6-(6-ethynylpyridin-3-yl)-7-methyl-5-(4-((4-methylpyrimidin-2-yl)oxy)phenyl)-7H-pyrrolo[2,3-d]pyrimidin-4-amine